(cyclopropylmethyl)-2-methyl-4-(1-(6-(trifluoromethyl)pyridin-3-yl)ethoxy)-5,6,7,8-tetrahydropyrido[4,3-d]pyrimidine C1(CC1)CC1NCCC=2N=C(N=C(C21)OC(C)C=2C=NC(=CC2)C(F)(F)F)C